ClCC1=C(C=C(C=C1)C)C1=CC=C(C=C1)C 2-(chloromethyl)-4',5-dimethyl-1,1'-biphenyl